(4-(2,5-dioxo-2,5-dihydro-1H-pyrrol-1-yl)phenyl)carbamothioic pivalic thioanhydride C(C(C)(C)C)(=O)SC(NC1=CC=C(C=C1)N1C(C=CC1=O)=O)=S